N(=C=O)CC1C2CCC(C1)C2 5-isocyanatomethylbicyclo-[2.2.1]-heptane